C(C)(C)(C)C=1C=CC=2N(C3=CC=C(C=C3C2C1)C(C)(C)C)C=1C=CC=2N(C3=CC=C(C=C3C2C1)N1C2=CC=C(C=C2C=2C=C(C=CC12)C(C)(C)C)C(C)(C)C)C=1C=C(C(=CC1N1C2=CC=C(C=C2C=2C=C(C=CC12)N1C2=CC=C(C=C2C=2C=C(C=CC12)C(C)(C)C)C(C)(C)C)N1C2=CC=C(C=C2C=2C=C(C=CC12)C(C)(C)C)C(C)(C)C)N)N 4,5-bis(3,3'',6,6''-tetra-tert-butyl-9'H-[9,3':6',9''-tercarbazol]-9'-yl)benzene-1,2-diamine